dioctadecyl (tert-butoxycarbonyl)-L-glutamate C(C)(C)(C)OC(=O)N[C@@H](CCC(=O)OCCCCCCCCCCCCCCCCCC)C(=O)OCCCCCCCCCCCCCCCCCC